C1(CC2C(CC1)O2)CC[Si](OC(C)=O)(OC(C)=O)OC(C)=O β-(3,4-Epoxycyclohexyl)ethyltriacetoxysilane